CC(C)(COP(=O)(O)OP(=O)(O)OC[C@@H]1[C@H]([C@H]([C@@H](O1)N2C=NC3=C(N=CN=C32)N)O)OP(=O)(O)O)[C@H](C(=O)NCCC(=O)NCCSC(=O)C4=CC=CC(C4O)O)O The molecule is an aroyl-CoA that results from the formal condensation of the thiol group of coenzyme A with the carboxy group of 2,3-dihydroxy-2,3-dihydrobenzoic acid. It derives from a benzoyl-CoA and a 2,3-dihydroxy-2,3-dihydrobenzoic acid. It is a conjugate acid of a 2,3-dihydroxy-2,3-dihydrobenzoyl-CoA(4-).